1-{4-[8-({3-methyl-4-[(1-methyl-1,3-benzodiazol-5-yl)methyl]phenyl}amino)-[1,3]diazino[5,4-d]pyrimidin-2-yl]piperazin-1-yl}prop-2-en-1-one CC=1C=C(C=CC1CC1=CC2=C(N(C=N2)C)C=C1)NC1=NC=NC2=C1N=C(N=C2)N2CCN(CC2)C(C=C)=O